6-(3-methyl-3-(2,2,2-trifluoroethyl)azetidin-1-yl)quinoline-4-carboxylic acid CC1(CN(C1)C=1C=C2C(=CC=NC2=CC1)C(=O)O)CC(F)(F)F